butyl (4R)-4-((1S)-(1-(tert-butoxycarbonyl)-2-oxopyrrolidin-3-yl) (hydroxy) methyl)-2,2-dimethyloxazolidine-3-carboxylate C(C)(C)(C)OC(=O)N1C(C(CC1)[C@@H]([C@@H]1N(C(OC1)(C)C)C(=O)OCCCC)O)=O